C(C)C1(COC1)COC1=C(C(=C(C=C1)Br)Br)Br tribromophenyl (3-ethyl-3-oxetylmethyl) ether